1-(2,6-dioxopiperidin-3-yl)-N-(1-(2-methoxyphenyl)ethyl)-2-oxo-1,2-dihydrobenzo[cd]indole-5-carboxamide O=C1NC(CCC1N1C(C2=C3C(C=CC=C13)=C(C=C2)C(=O)NC(C)C2=C(C=CC=C2)OC)=O)=O